2-butyl-3-(2,6-dimethoxyphenyl)-6-hydroxy-5-{[4-(1H-pyrazol-1-yl)phenyl]methyl}-3,4-dihydropyrimidin-4-one C(CCC)C1=NC(=C(C(N1C1=C(C=CC=C1OC)OC)=O)CC1=CC=C(C=C1)N1N=CC=C1)O